O1CCC(=CC1)C=1N=CC2=C(N1)C(N(C2)C(C)C)=O 2-(3,6-dihydro-2H-pyran-4-yl)-6-(propan-2-yl)-5,6-dihydro-7H-pyrrolo[3,4-d]pyrimidin-7-one